9-tetracosylnaphthalene CCCCCCCCC(CCCCCCCCCCCCCCC)C1=CC=CC2=CC=CC=C12